CONC(N(C1=CC=CC=C1)CC)=O (E)-methoxy-1-ethyl-1-phenylurea